2-(2,2,2-Trifluoro-acetylamino)-4,5,6,7-tetrahydro-benzo[b]thiophene-3-carboxylic acid (4-fluoro-phenyl)-amide FC1=CC=C(C=C1)NC(=O)C=1C2=C(SC1NC(C(F)(F)F)=O)CCCC2